methyl (E)-2-((dimethylamino)methylene)-3-oxobutanoate CN(C)\C=C(\C(=O)OC)/C(C)=O